N,N,N',N'-tetramethyl-propylenediamine CN(CC(C)N(C)C)C